3-Amino-1-methyl-5-(1-methyl-1H-pyrazol-4-yl)-1H-pyrrolo[3,2-e]pyridin-4(5H)-one hydrochloride Cl.NC1=CN(C2=C1C(C(C=N2)C=2C=NN(C2)C)=O)C